C(C)C1(C(=O)OC(C1)CC)CC α,α-diethyl-γ-caprolactone